C1=CC=CC=2N(CC3=C(C#CC21)C=CC=C3)C(CCC(=O)NCC(=O)NCC(=O)N[C@@H](C(C)C)C(=O)N[C@@H](CCCNC(N)=O)C(=O)O)=O N-[4-(11,12-Didehydrodibenzo[b,f]azocin-5(6H)-yl)-4-oxobutanoyl]glycylglycyl-L-valyl-N5-carbamoyl-L-ornithine